NC1=NC=CC(=C1CN(C)C)OC1=C(C=C(C=C1)NC(=O)C=1C=NN(C1C(F)(F)F)C1=NC=CC=C1F)F N-(4-((2-amino-3-((dimethylamino)methyl)pyridin-4-yl)oxy)-3-fluorophenyl)-1-(3-fluoropyridin-2-yl)-5-(trifluoromethyl)-1H-pyrazole-4-carboxamide